7-bromo-2-(4-methoxyphenyl)imidazo[1,2-a]pyridine-3-formaldehyde BrC1=CC=2N(C=C1)C(=C(N2)C2=CC=C(C=C2)OC)C=O